4-((S or R)-4-((1R,5S)-3,8-diazabicyclo[3.2.1]octan-3-yl)-6-chloro-8-fluoro-2-(2-((S or R)-1-methyl-azetidin-2-yl)ethoxy)quinazolin-7-yl)naphthalen-2-ol [C@H]12CN(C[C@H](CC1)N2)C2=NC(=NC1=C(C(=C(C=C21)Cl)C2=CC(=CC1=CC=CC=C21)O)F)OCC[C@H]2N(CC2)C |o1:34|